C(N)(O[C@H](C(C#CC1=CC2=C(OCC(C(N2C)=O)NC(=O)N2N=CC(=C2)CC2=C(C=C(C=C2)F)F)C=C1)(C)C)C(C)(C)C)=O (S)-(tert-butyl 4-(3-(4-(2,4-difluorobenzyl)-1H-pyrazole-1-carboxamido)-5-methyl-4-oxo-2,3,4,5-tetrahydrobenzo[b][1,4]oxazepin-7-yl)-2,2-dimethylbut-3-yn-1-yl) carbamate